CC=1C=2N(C=C(C1)C1=CC=C(C=C1)S(=O)(=O)N1CCC(CC1)NC1=NC=C(C=C1)OC(F)(F)F)C(=NN2)C(C)C N-(1-{4-[8-methyl-3-(propan-2-yl)-[1,2,4]triazolo[4,3-a]pyridin-6-yl]benzenesulfonyl}piperidin-4-yl)-5-(trifluoromethoxy)pyridin-2-amine